C1(=CC=CC=C1)C1(C2=CC=CC=C2C=2C=CC(=CC12)B(O)O)C=1C=NC=CC1 (9-phenyl-9-(pyridin-3-yl)-9H-fluoren-2-yl)boronic acid